BrC1=NC=CC(=C1)C1(CN(CC1)C(C1=CC=C(C=C1)OC)=O)CO [3-(2-bromopyridin-4-yl)-1-(4-methoxybenzoyl)pyrrolidin-3-yl]methanol